C(C)(C)(C)OC(NC[C@@H](CN(C)CCCCl)O)=O (S)-(3-((3-chloropropyl)(methyl)amino)-2-hydroxypropyl)carbamic acid tert-butyl ester